2-(4-fluoro-2-hydroxyphenyl)-4,5-dimethylimidazole FC1=CC(=C(C=C1)C=1NC(=C(N1)C)C)O